N-acetoacetoxyaniline C(CC(=O)C)(=O)ONC1=CC=CC=C1